4-[2-[(1S,2S)-2-aminocyclopentoxy]-4-(trifluoromethyl)thiazol-5-yl]-5-fluoro-N-(1-methylsulfonyl-4-piperidyl)pyrimidin-2-amine N[C@@H]1[C@H](CCC1)OC=1SC(=C(N1)C(F)(F)F)C1=NC(=NC=C1F)NC1CCN(CC1)S(=O)(=O)C